C(CCC(=O)O)(=O)O.FC1=C(C(=O)NC2=NC(=CC=C2)C(=O)C2CCN(CC2)C)C(=CC(=C1)F)F.FC1=C(C(=O)NC2=NC(=CC=C2)C(=O)C2CCN(CC2)C)C(=CC(=C1)F)F 2,4,6-TRIFLUORO-N-[6-(1-METHYL-PIPERIDINE-4-CARBONYL)-PYRIDIN-2-YL]-BENZAMIDE HEMISUCCINAT